(E)-6-(4-ethoxyphenyl)-N'-(2-methoxybenzylidene)pyrazine-2-carbohydrazide C(C)OC1=CC=C(C=C1)C1=CN=CC(=N1)C(=O)N/N=C/C1=C(C=CC=C1)OC